FC=1C=C2C(=NC=NC2=CC1)NC=1C=NC=2C(CN(CC2C1)C1=NC=NC2=CC=C(C=C12)F)C 6-fluoro-N-(6-(6-fluoroquinazolin-4-yl)-8-methyl-5,6,7,8-tetrahydro-1,6-naphthyridin-3-yl)quinazolin-4-amine